(3S)-3-[5-[4-(dimethoxymethyl)-1-piperidyl]-4-fluoro-1-oxo-isoindolin-2-yl]piperidine-2,6-dione COC(C1CCN(CC1)C=1C(=C2CN(C(C2=CC1)=O)[C@@H]1C(NC(CC1)=O)=O)F)OC